2-{[(9Z)-octadec-9-en-1-yloxy]methyl}propan-1-ol C(CCCCCCC\C=C/CCCCCCCC)OCC(CO)C